methyl-5-(4,4,5,5-tetramethyl-1,3,2-dioxaborolan-2-yl)pyrimidine CC1=NC=C(C=N1)B1OC(C(O1)(C)C)(C)C